triisopentylcyclohexane C(CC(C)C)C1C(CCCC1)(CCC(C)C)CCC(C)C